(1S,3S,5S)-2-[(2S)-2-amino-2-(3-hydroxytricyclo[3.3.1.13,7]decan-1-yl)acetyl]-2-azabicyclo[3.1.0]hexane-3-carbonitrile N[C@H](C(=O)N1[C@H]2C[C@H]2C[C@H]1C#N)C12CC3(CC(CC(C1)C3)C2)O